ClC1=C2CCC3(CCC=4C(=NC(=NC4C3)SC)N3CCN(CC3)C(=O)OC(C)(C)C)C2=CC=C1 tert-Butyl 4-(4-chloro-2'-(methylthio)-2,3,5',8'-tetrahydro-6'H-spiro[indene-1,7'-quinazolin]-4'-yl)piperazine-1-carboxylate